OCC1=NC(=CC(=C1)NC(OC(C)(C)C)=O)C(F)(F)F tert-butyl (2-(hydroxymethyl)-6-(trifluoromethyl)pyridin-4-yl)carbamate